Cl.FC1=C(C=CC=C1)C1=CC(=CN1S(=O)(=O)C1=C(C=CC(=C1)C=1C=NC=C(C1)OC)OC)CNC 1-(5-(2-fluorophenyl)-1-((2-methoxy-5-(5-methoxypyridin-3-yl)phenyl)sulfonyl)-1H-pyrrol-3-yl)-N-methylmethanamine hydrochloride